COC(C1=NC=C(C=C1)C=1C=C2CCCNC2=CC1C(F)F)=O.BrC=1C(=NC(=NC1)Cl)OC1=CC(=CC=C1)[N+](=O)[O-] 5-bromo-2-chloro-4-(3-nitrophenoxy)pyrimidine methyl-5-(7-(difluoromethyl)-1,2,3,4-tetrahydroquinolin-6-yl)picolinate